5-(tert-butoxycarbonyl)pyrimidin C(C)(C)(C)OC(=O)C=1C=NC=NC1